CC(=O)C1=C(C(=CC=C1)F)F 2,3-difluoroacetophenone